CO\N=C(/C(=O)NC)\C1=C(C(=CC=C1)Cl)CO\N=C(/COC)\C1=C(C=C(C=C1)F)F (2Z)-2-methoxyimino-2-[2-[[(Z)-[2-methoxy-1-(2,4-difluorophenyl)ethylidene]amino]oxy-methyl]-3-chloro-phenyl]-N-methyl-acetamide